FC(C=1C=CC(=NC1N1N=C(C=C1C)C(F)F)N1C=NC2=C1C=C(C(=C2)NC=2N=NC(=CC2)C)OC2CN(CC2)C(=O)OC(C)(C)C)F tert-butyl 3-[3-[5-(difluoromethyl)-6-[3-(difluoromethyl)-5-methyl-pyrazol-1-yl]-2-pyridyl]-6-[(6-methylpyridazin-3-yl)amino]benzimidazol-5-yl]oxypyrrolidine-1-carboxylate